Methyl 4-(4-fluoro-5-(3-((4-fluoro-6-methoxy-2-(2-(2-methoxy-2-oxoethyl) cyclopropyl) benzo[b]thiophen-5-yl) oxy) propoxy)-6-methoxybenzo[b]thiophen-2-yl)-2,2-dimethyl-4-oxobutanoate FC1=C(C(=CC=2SC(=CC21)C(CC(C(=O)OC)(C)C)=O)OC)OCCCOC2=C(C1=C(SC(=C1)C1C(C1)CC(=O)OC)C=C2OC)F